[Br-].C(C)OC(=O)CC[P+](C1=CC=CC=C1)(C1=CC=CC=C1)C1=CC=CC=C1 2-(ethoxycarbonyl)ethyl-triphenylphosphonium bromide